ClC1=CC=C(C=N1)C(=O)C1=CC=CC=C1 6-chloropyridin-3-yl-(phenyl)methanone